2-fluoro-6-((4-fluoro-2-methylphenyl)amino)-3-(trifluoromethyl)-benzoic acid FC1=C(C(=O)O)C(=CC=C1C(F)(F)F)NC1=C(C=C(C=C1)F)C